OC(C(=O)O)C(C)(C)C 2-hydroxy-3,3-dimethyl-butanoic acid